C1(CCCCC1)[C@@H](C(=O)N1[C@@H](CCC1)C=1SC=C(N1)C(C1=CC(=CC=C1)OCCOCCO)=O)NC(=O)[C@H](C)N(C(OC(C)(C)C)=O)C tert-butyl N-[(1S)-1-{[(1S)-1-cyclohexyl-2-[(2S)-2-(4-{3-[2-(2-hydroxyethoxy)ethoxy]benzoyl}-1,3-thiazol-2-yl)pyrrolidin-1-yl]-2-oxoethyl]carbamoyl}ethyl]-N-methylcarbamate